C(C(=C)C)(=O)O.C(C)(C)(C)C1=C(O)C=CC(=C1)O 2-t-butylhydroquinone monomethacrylate